OC=1N=NC(=CC1)O 3,6-dihydroxypyridazine